4-[(tert-butoxycarbonyl)amino]-2-methylpyridine-3-carboxylic acid C(C)(C)(C)OC(=O)NC1=C(C(=NC=C1)C)C(=O)O